CC1=NC=2C=CN(C(C2C=C1C(=O)O)=O)CC1=NC=CC=C1 2-methyl-5-oxo-6-(pyridin-2-ylmethyl)-5,6-dihydro-1,6-naphthyridine-3-carboxylic acid